(1R,4R)-N1-(2-benzyl-7-(2-methyl-2H-tetrazol-5-yl)-9H-pyrimido[4,5-b]indol-4-yl)cyclohexane-1,4-diamine CN1N=C(N=N1)C2=CC3=C(C=C2)C4=C(N3)N=C(N=C4NC5CCC(CC5)N)CC6=CC=CC=C6